NC1=NC2=CC=C(C=C2C=C1C)C(=O)N(CC1=NC=C(C=C1)C(F)(F)F)[C@@H](C)C1=NC(=CC=C1)C#N 2-amino-N-((1S)-1-(6-cyano-2-pyridinyl)ethyl)-3-methyl-N-((5-(trifluoromethyl)-2-pyridinyl)methyl)-6-quinolinecarboxamide